S1C=CC(=C1)[O-] 4-thiophenolate